Tert-butyl (3R)-3-{methyl[6-(methylcarbamoyl)pyridin-3-yl]amino}pyrrolidine-1-carboxylate CN([C@H]1CN(CC1)C(=O)OC(C)(C)C)C=1C=NC(=CC1)C(NC)=O